ClC=1C(=C2C3(C(N(CC2=CN1)C1=C(C(=CC(=C1F)OC)OC)F)=O)CC3)C 6'-chloro-2'-(2,6-difluoro-3,5-dimethoxyphenyl)-5'-methyl-1'H-spiro[cyclopropane-1,4'-[2,7]naphthyridine]-3'(2'H)-one